NC(C(=O)[O-])O.[Na+] sodium aminoglycolate